[Br-].C(C(=C)C)(=O)OCCC[N+](C)(C)C 3-(methacryloyloxy)propyl-trimethyl-ammonium bromide